C(#N)[C@H]1CC[C@H](CC1)N1N=CC(=C1)NC1=NC=C(C(=N1)C1=CC=C(C(=O)N[C@@H](C)C#N)C=C1)C 4-(2-((1-(cis-4-cyanocyclohexyl)-1H-pyrazol-4-yl)amino)-5-methylpyrimidin-4-yl)-N-((S)-1-cyanoethyl)benzamide